2-(5-ethyl-1H-pyrazol-3-yl)isoindole-1,3-dione C(C)C1=CC(=NN1)N1C(C2=CC=CC=C2C1=O)=O